Tert-butyl (3R,4R)-4-(((7-((benzo[d]thiazol-2-ylmethyl) (tertbutoxy-carbonyl) amino)-3-isopropylpyrazolo[1,5-a]pyrimidin-5-yl) amino) methyl)-3-hydroxypiperidine-1-carboxylate S1C(=NC2=C1C=CC=C2)CN(C2=CC(=NC=1N2N=CC1C(C)C)NC[C@@H]1[C@H](CN(CC1)C(=O)OC(C)(C)C)O)C(=O)OC(C)(C)C